IC1=C(N=NN1CC(C(F)(F)F)(F)F)C1=C(N=C2N(C1=O)C=CC(=C2)OC)C(F)(F)F 3-[5-iodo-1-(2,2,3,3,3-pentafluoropropyl)-1H-1,2,3-triazol-4-yl]-8-methoxy-2-(trifluoromethyl)-4H-pyrido[1,2-a]pyrimidin-4-one